9-(5-methyl-2-((tetrahydro-2H-pyran-2-yl)oxy)-3-(4,4,5,5-tetramethyl-1,3,2-dioxaborolan-2-yl)phenyl)-9H-carbazole CC=1C=C(C(=C(C1)N1C2=CC=CC=C2C=2C=CC=CC12)OC1OCCCC1)B1OC(C(O1)(C)C)(C)C